FC1CN(CCC1N1CCN(CCC1)C1=CC=CC(=N1)C(=O)NCC=1C=NC=CC1)C(C)C 6-{4-[3-Fluoro-1-(propan-2-yl)piperidin-4-yl]-1,4-diazepan-1-yl}-N-(pyridin-3-ylmethyl)pyridine-2-carboxamide